C1=C(C=CC2=CC=CC=C12)C1OC(=C(C1=O)OC(C)=O)N 2-(2-naphthyl)-4-(acetoxy)-5-amino-3(2H)-furanone